[13C](CC(=O)O)(=O)SCCNC(CCNC([C@@H](C(COP(OP(OC[C@@H]1[C@H]([C@H]([C@@H](O1)N1C=NC=2C(N)=NC=NC12)O)OP(=O)(O)O)(=O)O)(=O)O)(C)C)O)=O)=O malonyl-13C-CoA